N12CC(C(CC1)CC2)N(C(O)=O)[C@H]2C(CC1=CC(=C(C=C21)OC)C2=CC(=C(C(=C2)C)OC)C)(C)C.BrCCCO[Si](C)(C)C(C)(C)C (3-bromopropoxy)-(tert-butyl)dimethylsilane (S)-quinuclidin-3-yl-(6-methoxy-5-(4-methoxy-3,5-dimethylphenyl)-2,2-dimethyl-2,3-dihydro-1H-inden-1-yl)carbamate